tert-butyl 4-(4,4,5,5-tetramethyl-1,3,2-dioxaborolan-2-yl)-1H-indazole-1-carboxylate CC1(OB(OC1(C)C)C1=C2C=NN(C2=CC=C1)C(=O)OC(C)(C)C)C